FC1=C(C(=CC=C1)COC)CN (2-fluoro-6-(methoxymethyl)phenyl)methylamine